COC(=O)C=1N(C2=C(C=CC=C2C1)Br)CC1CC1 7-bromo-1-(cyclopropylmethyl)-1H-indole-2-carboxylic acid methyl ester